ClC=1C=C(C=CC1)[C@@]1(OCC1)CNC(=O)[C@@H]1[C@H](C1)C1=CC=CC=C1 (1S,2S)-N-[[(2R)-2-(3-chlorophenyl)oxetan-2-yl]methyl]-2-phenyl-cyclopropanecarboxamide